10-iodo-4,6,8-trimethylundecyl nonoxymethyl ether C(CCCCCCCC)OCOCCCC(CC(CC(CC(C)I)C)C)C